manganese(III) oxohydroxide O(O)O.[Mn+3]